N-(4-(benzylthio)-2,6-difluorobenzyl)-7-methoxy-3-nitroquinolin-4-amine C(C1=CC=CC=C1)SC1=CC(=C(CNC2=C(C=NC3=CC(=CC=C23)OC)[N+](=O)[O-])C(=C1)F)F